FC1=C(C=C(C=C1C)C1=NN2C(CN(CC2)C(=O)OC(C)(C)C)=C1)C tert-butyl 2-(4-fluoro-3,5-dimethyl-phenyl)-6,7-dihydro-4H-pyrazolo[1,5-a]pyrazine-5-carboxylate